isopropyl ((benzyloxy)carbonyl)-L-tyrosinate C(C1=CC=CC=C1)OC(=O)N[C@@H](CC1=CC=C(C=C1)O)C(=O)OC(C)C